O1N=NC(=C1)CCO oxadiazoleethanol